chlorobis(2,7-di-tert-butylfluoren-9-yl)phosphine ClP(C1C2=CC(=CC=C2C=2C=CC(=CC12)C(C)(C)C)C(C)(C)C)C1C2=CC(=CC=C2C=2C=CC(=CC12)C(C)(C)C)C(C)(C)C